CS(=O)(=O)OC1CN(C1)C(=O)OCC1=CC=CC=C1 Benzyl 3-((methylsulfonyl)oxy)azetidine-1-carboxylate